CC=1C=C(C=C2C3=C(NC12)N=CN=C3)C(=O)O 8-methyl-9H-pyrimido[4,5-b]Indole-6-carboxylic acid